N-(6-methoxy-2-methyl-2H-pyrazolo[3,4-b]pyridin-5-yl)-1,1-diphenylmethanimine COC=1C(=CC=2C(N1)=NN(C2)C)N=C(C2=CC=CC=C2)C2=CC=CC=C2